2-Chloro-3-fluoro-6-(trifluoromethyl)pyridine-4-carboxamide ClC1=NC(=CC(=C1F)C(=O)N)C(F)(F)F